FC1=CC(=C(C=C1)C=1C2=C(C(=NC1C1=NN3C(CN(CC3)C(=O)OC(C)(C)C)=C1)OS(=O)(=O)C(F)(F)F)C=CS2)OC(C)C tertbutyl 2-[7-(4-fluoro-2-isopropoxy-phenyl)-4-(trifluoromethylsulfonyloxy)thieno[3,2-c]pyridin-6-yl]-6,7-dihydro-4H-pyrazolo[1,5-a]pyrazine-5-carboxylate